C1N(CCC2=CC=CC=C12)[C@H]1[C@@H](CN(CC1)C1=NC=NC(=C1)NC1COC1)O trans-4-(3,4-dihydroisoquinolin-2(1H)-yl)-1-(6-(oxetan-3-ylamino)pyrimidin-4-yl)piperidin-3-ol